4-(3-(cyclobutylmethyl)-6-(3,5-dimethylisoxazol-4-yl)-1H-pyrrolo[3,2-b]pyridin-1-yl)-3,5-diisopropoxybenzoic acid C1(CCC1)CC1=CN(C=2C1=NC=C(C2)C=2C(=NOC2C)C)C2=C(C=C(C(=O)O)C=C2OC(C)C)OC(C)C